2-(4,6-dimethylpyrazolo[1,5-a]pyrazin-2-yl)-7-(1-propyl-1,2,3,6-tetrahydropyridin-4-yl)-4H-pyrido[1,2-a]pyrimidin-4-one CC=1C=2N(C=C(N1)C)N=C(C2)C=2N=C1N(C(C2)=O)C=C(C=C1)C=1CCN(CC1)CCC